3-benzyl-1-(5-(2-methoxypyrimidin-5-yl)pyrazin-2-yl)-1-(trans-4-((4-((3-methyloxetan-3-yl)oxy)-5-(trifluoromethyl)pyrimidin-2-yl)amino)cyclohexyl)urea C(C1=CC=CC=C1)NC(N([C@@H]1CC[C@H](CC1)NC1=NC=C(C(=N1)OC1(COC1)C)C(F)(F)F)C1=NC=C(N=C1)C=1C=NC(=NC1)OC)=O